OC(OCC)COC1OC2(CC1)CCC(CC2)(C)C 2-((1,3-dioxapentan-2-yl)methoxy)-8,8-dimethyl-1-oxaspiro[4.5]decane